8-amino-2-chloro-7H-pyrido[2,3-b]azepine-6-carboxylic acid NC=1CC(=CC2=C(N1)N=C(C=C2)Cl)C(=O)O